(S)-4-(cyclopropylethynyl)-7-(hydroxymethyl)-4-(trifluoromethyl)-3,4-dihydroquinazolin-2(1H)-one C1(CC1)C#C[C@@]1(NC(NC2=CC(=CC=C12)CO)=O)C(F)(F)F